4-(dimethylmethylenesilyl)pyridine CC(C)=[SiH]C1=CC=NC=C1